1-(bromomethyl)-1H-1,2,4-triazole BrCN1N=CN=C1